FC1(CN[C@@H]2[C@H]1N(N(C2)CC(F)(F)F)CCC(C(=O)OC(C)(C)C)(C)C)F tert-Butyl 4-((cis)-6,6-difluoro-2-(2,2,2-trifluoroethyl) hexahydropyrrolo[3,2-c]pyrazol-1(2H)-yl)-2,2-dimethylbutanoate